C(C1=CC=CC=C1)OC(=O)N1COC([C@@H]1COC1CCC1)=O (4S)-4-(cyclobutoxymethyl)-5-oxo-oxazolidine-3-carboxylic acid benzyl ester